6-chloro-3-[3-(trifluoromethyl)phenoxy]-5-vinyl-pyridazine-4-carboxylic acid methyl ester COC(=O)C1=C(N=NC(=C1C=C)Cl)OC1=CC(=CC=C1)C(F)(F)F